C(C)OC1=CC=C(C=C1)NC(NC=1C=CC2=C(N=C(S2)NS(=O)(=O)C2=CC=C(C=C2)C)C1)=O N-(5-(3-(4-ethoxyphenyl)ureido)benzo[d]thiazol-2-yl)-4-methylbenzenesulfonamide